(E)-1-cyclopropyl-2,5-dimethoxy-4-(2-nitrobut-1-en-1-yl)benzene C1(CC1)C1=C(C=C(C(=C1)OC)\C=C(/CC)\[N+](=O)[O-])OC